2-(aminomethyl)-N-(1H-indazol-5-yl)-5-methyl-7-(4-(trifluoromethyl)phenyl)-4,7-dihydropyrazolo[1,5-a]pyrimidine-6-carboxamide NCC1=NN2C(NC(=C(C2C2=CC=C(C=C2)C(F)(F)F)C(=O)NC=2C=C3C=NNC3=CC2)C)=C1